VINYL-CARBOXAMIDE C(=C)C(=O)N